ortho-Nitrotoluen [N+](=O)([O-])C1=C(C)C=CC=C1